1,3,5-Triphenoxybenzene O(C1=CC=CC=C1)C1=CC(=CC(=C1)OC1=CC=CC=C1)OC1=CC=CC=C1